FC1=CC=C(C=C1)C=1N=NN(N1)CC1=CC=C(C(=O)NO)C=C1 4-[[5-(4-fluorophenyl)tetrazol-2-yl]methyl]benzohydroxamic acid